Cl.N1(CCCC1)C(C(=O)C1=CC=CC=C1)C α-pyrrolidinopropiophenone HCl